CN1C(=NC=C1)C=1NC2=C(N1)C=CC(=C2)C(=O)O 2-(1-methylimidazol-2-yl)-3H-1,3-benzodiazole-5-carboxylic acid